2-((R)-sec-Butyl)-4-(4-(4-(4-(((2S,4R)-2-(2,4-dichlorophenyl)-2-carbamoyl-1,3-dioxolan-4-yl)methoxy)phenyl)piperazin-1-yl)phenyl)-2,4-dihydro-3H-1,2,4-triazol-3-one [C@@H](C)(CC)N1N=CN(C1=O)C1=CC=C(C=C1)N1CCN(CC1)C1=CC=C(C=C1)OC[C@H]1O[C@](OC1)(C(N)=O)C1=C(C=C(C=C1)Cl)Cl